6-methoxyimino-5,5-dimethyl-benzo[h]quinazolin-4-amine CON=C1C(C=2C(=NC=NC2C2=C1C=CC=C2)N)(C)C